OC1=C(C(=O)NC=2C=CC3=C(N(C(=N3)C=3C=NC=CC3)C)C2)C=CC=C1 2-hydroxy-N-(1-methyl-2-(pyridin-3-yl)-1H-benzo[d]imidazol-6-yl)benzamide